C(C1=CC=CC=C1)NC(=O)C=1N(C(N2C1CN(CC2)C(C2=CC(=C(C=C2)Br)Cl)=O)=O)C2=CC(=CC=C2)C#N N-benzyl-7-(4-bromo-3-chloro-benzoyl)-2-(3-cyanophenyl)-3-oxo-6,8-dihydro-5H-imidazo[1,5-a]pyrazine-1-carboxamide